CC(CO)C(CO)C 2,3-dimethylbutane-1,4-diol